CC1=CC=C(C=C1C1=CC=CC=C1)NC1=CC2=CC=CC=C2C=C1 6-methyl-N-(naphthalen-2-yl)biphenyl-3-amine